FC=1C=C(C=CC1OC1=C2C(=NC=C1)NC(N2C(C)C)=O)NC(=O)C=2N=NN(C2)C2=CC=CC=C2 N-(3-fluoro-4-((1-isopropyl-2-oxo-2,3-dihydro-1H-imidazo[4,5-b]pyridin-7-yl)oxy)phenyl)-1-phenyl-1H-1,2,3-triazole-4-carboxamide